Bicyclo[2.2.2]-octen C12=CCC(CC1)CC2